BrC=CSC1=CC=CC=C1 (2-bromovinyl)(phenyl)sulfane